FC1=C2C(=CN(C2=CC(=C1N1CNCC=C1)F)C1CCNCC1)C 1-(4,6-Difluoro-3-methyl-1-(piperidin-4-yl)-1H-indol-5-yl)dihydropyrimidine